2-hydroxy-5-(5-(4-((3-hydroxypiperidin-1-yl)methyl)phenyl)-1H-pyrrolo[2,3-b]pyridin-3-yl)benzonitrile OC1=C(C#N)C=C(C=C1)C1=CNC2=NC=C(C=C21)C2=CC=C(C=C2)CN2CC(CCC2)O